((R)-9-(4-fluorobenzenesulfonyl)-2,3,4,9-tetrahydro-1H-carbazol-4-yl)-2-methylpropan-2-sulfinamide FC1=CC=C(C=C1)S(=O)(=O)N1C2=CC=CC=C2C=2[C@H](CCCC12)CC(C)(S(=O)N)C